CNCC[C@@H](OC1=CC=CC=2OCOC21)C2=CC=CC=C2 (R)-N-methyl-3-phenyl-3-[(benzo[d][1,3]-dioxolan-4-yl)oxy]propylamine